CC1(NC2(CC2)CC(C1)OC1=CC=C(N=N1)C1=NC=C(C=C1O)N1N=CC=N1)C 2-{6-[(5,5-dimethyl-4-azaspiro[2.5]oct-7-yl)oxy]pyridazin-3-yl}-5-(2H-1,2,3-triazol-2-yl)pyridin-3-ol